N-(3-(1,1-difluoroethyl)phenyl)-3-methyl-5-oxo-1-(1-tosyl-1H-indol-5-yl)-4,5-dihydro-1H-pyrazole-4-carboxamide FC(C)(F)C=1C=C(C=CC1)NC(=O)C1C(=NN(C1=O)C=1C=C2C=CN(C2=CC1)S(=O)(=O)C1=CC=C(C)C=C1)C